FC=1C=C2CCN(CC2=CC1)C1=CC(=C(C(=C1)C)NC(CC1CC2(C1)CCC2)=O)C N-(4-(6-fluoro-3,4-dihydroisoquinolin-2(1H)-yl)-2,6-dimethylphenyl)-2-(spiro[3.3]heptane-2-yl)acetamide